N-phenyl-carbamic acid octadecyl ester C(CCCCCCCCCCCCCCCCC)OC(NC1=CC=CC=C1)=O